3-(3-formyl-1H-pyrazol-1-yl)cyclobutane-1-carboxylic acid methyl ester COC(=O)C1CC(C1)N1N=C(C=C1)C=O